FC=1C(=C(C=CC1)C=1CCOC2=C(C1C1=CC=C(C=C1)O[C@@H]1CN(CC1)CCCF)C=CC(=C2)O)C 4-(3-Fluoro-2-methylphenyl)-5-[4-[(3S)-1-(3-fluoropropyl)pyrrolidin-3-yl]oxyphenyl]-2,3-dihydro-1-benzoxepin-8-ol